C1CSSSSS1 pentathiepane